N-(3-chloro-5-(methylsulfonamido)phenyl)-1-(3-(pyridin-3-yloxy)pyridin-2-yl)-1H-pyrazole-4-carboxamide ClC=1C=C(C=C(C1)NS(=O)(=O)C)NC(=O)C=1C=NN(C1)C1=NC=CC=C1OC=1C=NC=CC1